FC(C1=CC=C(OC2CCN(CC2)C(=O)N2C[C@@H]3[C@@H](OCC(N3)=O)CC2)C=C1)(F)F |r| rac-(4aR,8aS)-6-[4-[4-(trifluoromethyl)phenoxy]piperidine-1-carbonyl]-4,4a,5,7,8,8a-hexahydropyrido[4,3-b][1,4]oxazin-3-one